(4-(2-(furan-2-yl)quinolin-4-carbonyl)piperazin-1-yl)ethan-1-one O1C(=CC=C1)C1=NC2=CC=CC=C2C(=C1)C(=O)N1CCN(CC1)C(C)=O